(S)-1-((S)-4-(6-(6-ethynyl-4-methoxy-2-methylpyridin-3-yl)-4,7-dimethyl-7H-pyrrolo[2,3-d]pyrimidin-5-yl)cyclohex-3-ene-1-carbonyl)pyrrolidine-2-carbonitrile C(#C)C1=CC(=C(C(=N1)C)C1=C(C2=C(N=CN=C2C)N1C)C1=CC[C@H](CC1)C(=O)N1[C@@H](CCC1)C#N)OC